C1(=CC=CC=C1)N(C1=CC=C(C=C1)C1=NC2=C(C(=NC(=C2C=C1)C)C(=O)OC)C)C1=CC=CC=C1 methyl 2-(4-(diphenylamino) phenyl)-5,8-dimethyl-1,6-naphthyridine-7-carboxylate